ClC1=CC=C(C=C1)[C@@H](CC(=NO)N)C (3R)-3-(4-chlorophenyl)-N'-hydroxybutyramidine